N-(3-chloro-2,4-difluoro-phenyl)-6-[(3R)-3-piperidyl]pyrido[3,2-d]pyrimidin-4-amine ClC=1C(=C(C=CC1F)NC=1C2=C(N=CN1)C=CC(=N2)[C@H]2CNCCC2)F